[Si](C)(C)(C(C)(C)C)OCCC=1C=CC(=NC1)Cl 5-(2-{[tert-Butyl(dimethyl)silyl]oxy}ethyl)-2-chloropyridine